8-(oxetan-3-yloxy)quinoline-5-carboxylic acid O1CC(C1)OC1=CC=C(C=2C=CC=NC12)C(=O)O